C(C1=CC=CC=C1)OC1=C(C(=O)OCC2=CC=CC=C2)C=CC(=C1)N(C(=O)[C@@H]1N(CC1)S(=O)(=O)C1=C(C(=C(C(=C1F)C)F)F)F)CC1=NC=C(N=C1)C1CCCCC1 benzyl (R)-2-(benzyloxy)-4-(N-((5-cyclohexylpyrazin-2-yl)methyl)-1-((2,3,4,6-tetrafluoro-5-methyl phenyl)sulfonyl)azetidine-2-carboxamido)benzoate